2-Amino-5-methyl-6-(trifluoromethyl)pyrimidin-4-ol NC1=NC(=C(C(=N1)O)C)C(F)(F)F